C(C)(C)C1=NC(=CC=C1)C(C)C 2,6-di-isopropyl-pyridine